2-methylthio-N6-isopentenyl-adenosine CSC=1N=C(C=2N=CN([C@H]3[C@H](O)[C@H](O)[C@@H](CO)O3)C2N1)NCCC(=C)C